6-[[tert-butoxycarbonyl(2,6-dichloro-3,5-dimethoxy-phenyl)carbamoyl]-methyl-amino]pyrimidin-4-yl-N-[4-(7-ethyl-2,7-diazaspiro[3.5]nonan-2-yl)-2-amino-phenyl]carbamate C(C)(C)(C)OC(=O)N(C(=O)N(C1=CC(=NC=N1)N(C([O-])=O)C1=C(C=C(C=C1)N1CC2(C1)CCN(CC2)CC)N)C)C2=C(C(=CC(=C2Cl)OC)OC)Cl